ethyleneglycol bis(4-carboxyphenyl) ether C(=O)(O)C1=CC=C(C=C1)OCCOC1=CC=C(C=C1)C(=O)O